6-bromo-N-[5-(methylsulfanyl)-1,3,4-thiadiazol-2-yl]-2,1-benzoxazol-3-carboxamide BrC1=CC=2C(=C(ON2)C(=O)NC=2SC(=NN2)SC)C=C1